OC1=C(C=C(C(=O)OCCCCCCCCCCCCCCCCCC)C=C1OC)OC stearyl 4-hydroxy-3,5-dimethoxybenzoate